9,10-bis(n-butoxycarbonylheptyleneoxy)anthracene C(CCC)OC(=O)CCCCCCCOC=1C2=CC=CC=C2C(=C2C=CC=CC12)OCCCCCCCC(=O)OCCCC